5-bromo-3-(2,2-dimethyl-propyl)-3H-imidazo[4,5-b]pyridin-2-yl-ammonium bromide [Br-].BrC1=CC=C2C(=N1)N(C(=N2)[NH3+])CC(C)(C)C